1,1'-azobis-(1-cyclohexanecarbonitrile) N(=NC1(CCCCC1)C#N)C1(CCCCC1)C#N